N=1C=NN2C1C=C(C=C2)OC2=CC(=C(C=C2C)NC2=NC=NC1=CC(=C(C=C21)NC(/C(=C/[C@@H]2N(CCC2)C)/F)=O)N2CC(C2)(F)F)OC (R,Z)-N-(4-((4-([1,2,4]triazolo[1,5-a]pyridin-7-yloxy)-2-methoxy-5-methylphenyl)amino)-7-(3,3-difluoroazetidin-1-yl)quinazolin-6-yl)-2-fluoro-3-(1-methylpyrrolidin-2-yl)acrylamide